O1S(O[C@H]2[C@@H]1CN(C2)C(=O)OC(C)(C)C)(=O)=O tert-butyl (3aR,6aS)-tetrahydro-5H-[1,3,2]dioxathiolo[4,5-c]pyrrole-5-carboxylate 2,2-dioxide